N1C(=CC2=CC=CC=C12)C1=NN2C(C(N1C(C)C)=O)=NC=C2 1H-indol-2-yl-3-isopropylimidazo[2,1-f][1,2,4]triazin-4(3H)-one